9-(methylcarbamoyl)-2,4-dioxo-spiro[5.5]undecane-5-carboxylic acid ethyl ester C(C)OC(=O)C1C(CC(CC12CCC(CC2)C(NC)=O)=O)=O